cyclopentyl (S)-6-diazo-2-((S)-2-(methylsulfonyl) propanamido)-5-oxohexanoate [N+](=[N-])=CC(CC[C@@H](C(=O)OC1CCCC1)NC([C@H](C)S(=O)(=O)C)=O)=O